2-(N-methyl-perfluorooctanesulfonylamino)acetic acid CN(CC(=O)O)S(=O)(=O)C(C(C(C(C(C(C(C(F)(F)F)(F)F)(F)F)(F)F)(F)F)(F)F)(F)F)(F)F